(1R,2S)-2-(((2,4-dimethylpyrimidin-5-yl)oxy)methyl)-2-(3-fluorophenyl)-N-(5-fluoropyridin-2-yl)cyclopropanecarboxamide CC1=NC=C(C(=N1)C)OC[C@@]1([C@@H](C1)C(=O)NC1=NC=C(C=C1)F)C1=CC(=CC=C1)F